ClC=1N=C(C2=C(N1)C(=CS2)CN2C[C@@H](CC2)F)N2[C@@H](COCC2)C (R)-4-(2-Chloro-7-(((R)-3-fluoropyrrolidin-1-yl)methyl)thieno[3,2-d]pyrimidin-4-yl)-3-methylmorpholine